3-(4-(5,8-dioxaspiro[3.4]oct-2-yl)phenoxy)piperidine-2,6-dione C1C(CC12OCCO2)C2=CC=C(OC1C(NC(CC1)=O)=O)C=C2